tert-butyl (2S,4R)-2-((3-(7-chloro-1H-benzo[d]imidazol-6-yl)-2-fluorophenyl)carbamoyl)-4-fluoropyrrolidine-1-carboxylate ClC1=C(C=CC2=C1NC=N2)C=2C(=C(C=CC2)NC(=O)[C@H]2N(C[C@@H](C2)F)C(=O)OC(C)(C)C)F